1-((4s,6r)-6-((5-(1-(2,2-difluoroethyl)-2-methyl-1H-benzo[d]imidazol-6-yl)-4-methoxypyrrolo[2,1-f][1,2,4]triazin-2-yl)amino)-1-azaspiro[3.3]heptan-1-yl)ethan-1-one FC(CN1C(=NC2=C1C=C(C=C2)C=2C=CN1N=C(N=C(C12)OC)NC1CC2(CCN2C(C)=O)C1)C)F